6-[(E)-2-ethoxyethenyl]-3,4-dimethylcinnoline C(C)O/C=C/C=1C=C2C(=C(N=NC2=CC1)C)C